NC1=C(C=C(C=N1)C1=CC=C(C(=O)O)C=C1)OCC1=C(C(=CC=C1F)F)Cl 4-[6-amino-5-(2-chloro-3,6-difluoro-benzyloxy)-pyridin-3-yl]-benzoic acid